2-cyclobutylacetic acid C1(CCC1)CC(=O)O